NC=1C(=CC2=CC(=CC=C2C1)N)C(=O)O 3,7-diamino-2-naphthoic acid